NC1=CC=C(C=C1)NC1=NC=C(C=C1)N N2-(4-aminophenyl)-2,5-pyridinediamine